(E)-benzyl (2-(2-(3-(hydroxyamino)-3-oxoprop-1-en-1-yl)phenyl)-5,5-dioxido-5-thia-2-azaspiro[3.4]octan-7-yl)carbamate ONC(/C=C/C1=C(C=CC=C1)N1CC2(C1)S(CC(C2)NC(OCC2=CC=CC=C2)=O)(=O)=O)=O